6-(3-amino-6-(3-((dimethylamino)methyl)-4-morpholinophenyl)-5-fluoropyrazin-2-yl)-8-fluoro-3,4-dihydroisoquinolin-1(2H)-one NC=1C(=NC(=C(N1)F)C1=CC(=C(C=C1)N1CCOCC1)CN(C)C)C=1C=C2CCNC(C2=C(C1)F)=O